6-[6-chloro-4-(3,8-diazabicyclo[3.2.1]octan-3-yl)-8-fluoro-2-[[(2S)-1-methylpyrrolidin-2-yl]methoxy]quinazolin-7-yl]-4-methyl-5-(trifluoromethyl)pyridin-2-amine ClC=1C=C2C(=NC(=NC2=C(C1C1=C(C(=CC(=N1)N)C)C(F)(F)F)F)OC[C@H]1N(CCC1)C)N1CC2CCC(C1)N2